C1(CC1)S(=O)(=O)C[C@H](C1=CC(=C(C=C1)OC)OCC)N1C(C=2C(C1=O)=CSC2NC(C)=O)=O (S)-N-(5-(2-(cyclopropylsulfonyl)-1-(3-ethoxy-4-methoxyphenyl)ethyl)-4,6-dioxo-5,6-dihydro-4H-thieno[3,4-c]pyrrol-1-yl)acetamide